F[C@H]1[C@]2(C=C[C@@H](C[C@@H]1OC1=CC=C(N=N1)C1=C(C=C(C=C1)N1N=NC=C1)O)N2)C 2-(6-(((1R,2S,3S,5R)-2-fluoro-1-methyl-8-azabicyclo[3.2.1]oct-6-en-3-yl)oxy)pyridazin-3-yl)-5-(1H-1,2,3-triazol-1-yl)phenol